C(C)(C)(C)OC(NC1C(N(C2=C(C(C1)(F)F)C=C(C(=C2)C=2OC(=NN2)C(C(F)(F)F)(OC)F)F)CC2=CC=C(C=C2)OC(F)(F)F)=O)=O N-[5,5,7-trifluoro-2-keto-8-[5-(1,2,2,2-tetrafluoro-1-methoxy-ethyl)-1,3,4-oxadiazol-2-yl]-1-[4-(trifluoromethoxy)benzyl]-3,4-dihydro-1-benzazepin-3-yl]carbamic acid tert-butyl ester